E-2-(2-bromomethylphenyl)-2-methyliminoacetic acid methyl ester COC(/C(=N/C)/C1=C(C=CC=C1)CBr)=O